O=C1N(C(C=C1)=O)CCC(=O)NCCCCCC(=O)NCC1=CC(=C(C=C1)[N+](=O)[O-])CO 6-(3-(2,5-dioxo-2,5-dihydro-1H-pyrrol-1-yl)propionylamino)-N-(3-(hydroxymethyl)-4-nitrobenzyl)hexanamide